ClC1=[N+](C=CC=C1)C 2-Chloro-1-methylpyridinium